Para-phenylbenzoic acid C1(=CC=CC=C1)C1=CC=C(C(=O)O)C=C1